Azetidin-3-ylpiperidine-1-carboxylic acid benzyl ester C(C1=CC=CC=C1)OC(=O)N1C(CCCC1)C1CNC1